(4-(4-((4-(3-Fluoro-4-hydroxyphenyl)-5-methylpyrimidin-2-yl)amino)-1H-pyrazol-1-yl)piperidin-1-yl)(1-methylcyclopropyl)methanone FC=1C=C(C=CC1O)C1=NC(=NC=C1C)NC=1C=NN(C1)C1CCN(CC1)C(=O)C1(CC1)C